1-[2-(azetidin-1-yl)ethyl]-6-(2,6-dimethylphenyl)-3H-imidazo[4,5-b]pyridin-2-one N1(CCC1)CCN1C(NC2=NC=C(C=C21)C2=C(C=CC=C2C)C)=O